(2s)-2-amino-4-(4,4,4-trifluoro-3-hydroxy-3-(4-(thiazol-2-ylamino)phenyl)butylsulfonimidoyl)butanoic acid N[C@H](C(=O)O)CCS(=O)(=N)CCC(C(F)(F)F)(C1=CC=C(C=C1)NC=1SC=CN1)O